1-(2-chlorophenyl)-3-methoxy-4-(methylamino)-7-(trifluoromethyl)-1,8-naphthyridin-2(1H)-one ClC1=C(C=CC=C1)N1C(C(=C(C2=CC=C(N=C12)C(F)(F)F)NC)OC)=O